(S)-2-(Furo[2,3-d]pyrimidin-4-ylamino)-4-((2-methoxyethyl)(4-(3-methyl-5,6,7,8-tetrahydro-1,8-naphthyridin-2-yl)butyl)amino)butanoic acid N1=CN=C(C2=C1OC=C2)N[C@H](C(=O)O)CCN(CCCCC2=NC=1NCCCC1C=C2C)CCOC